3-(4-Chloro-7-methoxyquinolin-6-yl)-3-hydroxyazetidine-1-carboxylate ClC1=CC=NC2=CC(=C(C=C12)C1(CN(C1)C(=O)[O-])O)OC